(1R,3S,5R)-N-(6-bromo-5-methylpyrazin-2-yl)-2-azabicyclo[3.1.0]hexane-3-carboxamide BrC1=C(N=CC(=N1)NC(=O)[C@H]1N[C@@H]2C[C@@H]2C1)C